1-(4-fluoro-2-methylphenyl)-3-(6-methyl-2-oxo-1,2-dihydropyridin-4-yl)-7-(trifluoromethyl)-2,3-dihydroquinazolin-4(1H)-one FC1=CC(=C(C=C1)N1CN(C(C2=CC=C(C=C12)C(F)(F)F)=O)C1=CC(NC(=C1)C)=O)C